N-(2-cyclopropyl-2-hydroxy-ethyl)-N-[2-(1-cyclopropylpyrazol-4-yl)-2-oxo-ethyl]-4-methyl-benzenesulfonamide C1(CC1)C(CN(S(=O)(=O)C1=CC=C(C=C1)C)CC(=O)C=1C=NN(C1)C1CC1)O